NC1=NC(=C2N=CNC2=N1)OCC1=CC=C(C=C1)CNC(CCOCCOCCOCCOCCOCCOCCNC(CCC(NCCOCCOCCOCCOCCOCCP(OCC)(OC1=CC=C(C=C1)[N+](=O)[O-])=O)=O)=O)=O ethyl (4-nitrophenyl) (1-(4-(((2-amino-9H-purin-6-yl)oxy)methyl)phenyl)-3,25,28-trioxo-6,9,12,15,18,21,32,35,38,41,44-undecaoxa-2,24,29-triazahexatetracontan-46-yl)phosphonate